(S)-1-(5-chloro-3-methyl-pyridin-2-yl)-3-(oxetan-3-yl)-4-(4-(trifluoromethyl)-benzyl)piperazine-2,5-dione ClC=1C=C(C(=NC1)N1C([C@@H](N(C(C1)=O)CC1=CC=C(C=C1)C(F)(F)F)C1COC1)=O)C